7-(4-(isopropylamino)-5-(5-(6-(1-methylpiperidine-4-carbonyl)-3,6-diazabicyclo[3.1.1]hept-3-yl)-1,3,4-thiadiazol-2-yl)pyridin-2-yl)pyrrolo[1,2-b]pyridazine-3-carbonitrile C(C)(C)NC1=CC(=NC=C1C=1SC(=NN1)N1CC2N(C(C1)C2)C(=O)C2CCN(CC2)C)C2=CC=C1N2N=CC(=C1)C#N